(1S,3aR,6aS)-N-((S)-1-cyano-2-((R)-2-oxopiperidin-3-yl)ethyl)-4,4-difluoro-2-(9-hydroxy-9H-fluorene-9-carbonyl)octahydrocyclopenta[c]pyrrole-1-carboxamide C(#N)[C@H](C[C@@H]1C(NCCC1)=O)NC(=O)[C@H]1N(C[C@H]2[C@@H]1CCC2(F)F)C(=O)C2(C1=CC=CC=C1C=1C=CC=CC21)O